1-[5-tert-butyl-2-(2-methylpyridin-5-yl)-2H-pyrazol-3-yl]-3-[4-(2-morpholin-4-yl-ethoxy)naphthalen-1-yl]-urea C(C)(C)(C)C=1C=C(N(N1)C=1C=CC(=NC1)C)NC(=O)NC1=CC=C(C2=CC=CC=C12)OCCN1CCOCC1